NC=1SC=C(N1)CC(=O)NC1=CC=C(C=C1)CCNCCC1=CC=CC=C1 2-(2-aminothiazole-4-yl)-N-{4-[2-(phenylethylamino)ethyl]phenyl}acetamide